O1C(=CC=C1)C=1C=CC(=C(C1)NC1=NC=NC2=CC(=C(C=C12)OC1CN(C1)C(C=C)=O)OC)OC1CCN(CC1)C 1-(3-((4-((5-(furan-2-yl)-2-((1-methylpiperidin-4-yl)oxy)phenyl)amino)-7-methoxyquinazoline-6-yl)oxy)azetidin-1-yl)prop-2-en-1-one